BrC1=C2C=NN(C2=CC(=C1CCOC(=O)OC1CC2(C1)OCCN(C2)C(=O)OC(C)(C)C)Cl)C2OCCCC2 tert-butyl 2-(((2-(4-bromo-6-chloro-1-(tetrahydro-2H-pyran-2-yl)-1H-indazol-5-yl)ethoxy)carbonyl)oxy)-5-oxa-8-azaspiro[3.5]nonane-8-carboxylate